(Z)-3-(3-amino-4-chlorophenyl)-4-(1-methylcyclopropyl)but-2-enoate NC=1C=C(C=CC1Cl)\C(=C/C(=O)[O-])\CC1(CC1)C